4-(4'-(4,4-bis(trifluoromethyl)cyclohexyl)-[1,1'-biphenyl]-4-yl)-2-(4-(tert-butyl)naphthalen-2-yl)-5-(trifluoromethyl)pyridine FC(C1(CCC(CC1)C1=CC=C(C=C1)C1=CC=C(C=C1)C1=CC(=NC=C1C(F)(F)F)C1=CC2=CC=CC=C2C(=C1)C(C)(C)C)C(F)(F)F)(F)F